C1(CC1)CN1N=NC(=C1)C1=C(C2=C(N=C1)SC(=C2)C2=CN=CS2)NC(C)C 5-(1-(cyclopropylmethyl)-1H-1,2,3-triazol-4-yl)-N-isopropyl-2-(thiazol-5-yl)thieno[2,3-b]pyridin-4-amine